4-Phenyl-1-butanal (+-)-ETHYL-2-METHYLPENTANOATE C(C)OC([C@@H](CCC)C)=O.C1(=CC=CC=C1)CCCC=O |r|